BrC=1C=C(N)C=C(C1OC)Br 3,5-dibromo-4-methoxyaniline